(1R)-2-(4-Bromo-2H-indazol-2-yl)-1-(3,4-difluorophenyl)ethan-1-ol BrC=1C2=CN(N=C2C=CC1)C[C@H](O)C1=CC(=C(C=C1)F)F